12,16-Dimethyloctatriacontane CC(CCCCCCCCCCC)CCCC(CCCCCCCCCCCCCCCCCCCCCC)C